N-[2-(5-Isopropoxy-1H-indol-3-yl)ethyl]acetamide C(C)(C)OC=1C=C2C(=CNC2=CC1)CCNC(C)=O